C(C1CO1)C(=C(C(=O)O)CC(=O)O)CC1CO1 diglycidyl-itaconic acid